N-acetyl-N-(2-mercaptoethyl)propanamide C(C)(=O)N(C(CC)=O)CCS